(S)-4-((2-ethoxyethyl)(4-(5,6,7,8-tetrahydro-1,8-naphthyridin-2-yl)butyl)amino)-2-(2-methyl-2-phenylpropanamido)butanoic acid C(C)OCCN(CC[C@@H](C(=O)O)NC(C(C)(C1=CC=CC=C1)C)=O)CCCCC1=NC=2NCCCC2C=C1